ethyl (2S)-2-[4-bromo-2-(4-butoxy-4,5-dihydroisoxazol-3-yl)phenoxy]-3-cyclobutylpropanoate BrC1=CC(=C(O[C@H](C(=O)OCC)CC2CCC2)C=C1)C1=NOCC1OCCCC